bromo-1H-indole-2,3-dione BrN1C(C(C2=CC=CC=C12)=O)=O